C(C)(C)(C)OC(=O)N1C=CC2=CC=C(C=C12)C1=C(C=CC=C1)C(=O)OC 6-(2-(methoxycarbonyl)-phenyl)-1H-indole-1-carboxylic acid tert-butyl ester